Tin 4-(chloromethyl)-1-(3-chlorophenyl)-1H-pyrazole ClCC=1C=NN(C1)C1=CC(=CC=C1)Cl.[Sn]